8-((cyclopropylmethyl)(3'-methoxy-[1,1'-biphenyl]-3-yl)amino)-5-methyl-6-oxo-5,6-dihydro-naphthyridine-2-carbonitrile C1(CC1)CN(N1CC(C(C=2C=CC(=NC12)C#N)C)=O)C=1C=C(C=CC1)C1=CC(=CC=C1)OC